N1=C(C=CC2=NC=CC=C12)C=1C=CN2N=C(N=CC21)NC2CC(C2)NC N1-(5-(1,5-naphthyridin-2-yl)pyrrolo[2,1-f][1,2,4]triazin-2-yl)-N3-methylcyclobutane-1,3-diamine